C[C@@H]1N(C[C@H](N(C1)C(C)C=1C=C2N=CC(=NC2=CC1)C)C)C=1C=2C(N(C(C1)=O)C)=CNN2 7-((2s,5r)-2,5-dimethyl-4-(1-(2-methylquinoxalin-6-yl)ethyl)piperazin-1-yl)-4-methyl-2,4-dihydro-5H-pyrazolo[4,3-b]pyridin-5-one